CC1=CC=C(C=C1)C=1C2=CC=CC=C2N=C2C=CC=CC12 9-(p-methylphenyl)acridine